C(OCC=1SC2=C(N1)CCC(C2)(F)F)(OC2=CC=C(C=C2)[N+](=O)[O-])=O (6,6-difluoro-4,5,6,7-tetrahydrobenzo[d]thiazol-2-yl)methyl (4-nitrophenyl) carbonate